C(CCCCCCCCCCCCCCCCC)[NH+](CC(O)O)[O-] Octadecyl-dihydroxyethyl-amine oxide